(E)-N-(2,3-dihydro-1H-inden-1-yl)-3-(4-fluoro-3-methyl-1H-indazol-6-yl)acrylamide C1(CCC2=CC=CC=C12)NC(\C=C\C1=CC(=C2C(=NNC2=C1)C)F)=O